CC1=NOC(=C1C=1C=C2C(=NC1)C(=CN2C2=C(C=C(C(=O)O)C=C2F)OCC)C2=CC=CC=C2)C 4-(6-(3,5-dimethylisoxazol-4-yl)-3-phenyl-1H-pyrrolo[3,2-b]pyridin-1-yl)-3-ethoxy-5-fluorobenzoic acid